6-chloro-N-[(1S)-1-[2-(6-ethoxypyridazin-3-yl)-1,2,4-triazol-3-yl]ethyl]-N-methyl-8-(trifluoro-methyl)quinazolin-4-amine ClC=1C=C2C(=NC=NC2=C(C1)C(F)(F)F)N(C)[C@@H](C)C=1N(N=CN1)C=1N=NC(=CC1)OCC